6-[3-(cyclopentylmethanesulfonamido)-2,6-difluorophenyl]-7-fluoro-N-methyl-1H-indazole-3-carboxamide C1(CCCC1)CS(=O)(=O)NC=1C(=C(C(=CC1)F)C1=CC=C2C(=NNC2=C1F)C(=O)NC)F